tert-butyl N-[3-chloro-5-[(1,1-dideuterio-2-methyl-propyl)sulfamoyl]-8,9-dihydro-7H-cyclopenta[h]isoquinolin-9-yl]carbamate ClC=1N=CC2=C3C(=CC(=C2C1)S(NC(C(C)C)([2H])[2H])(=O)=O)CCC3NC(OC(C)(C)C)=O